NC1=NC(=NC=C1C[N+]1=CSC(=C1C)CCOP(=O)(O)O)C 3-((4-amino-2-methylpyrimidin-5-yl)methyl)-4-methyl-5-(2-(phosphonooxy)ethyl)thiazol-3-ium